ClC1=CC=C(C=C1)[C@H](C(F)(F)F)NS(=O)(=O)C=1N=CC=2N(C1)C=CN2 (R)-N-(1-(4-chlorophenyl)-2,2,2-trifluoroethyl)imidazo[1,2-a]pyrazine-6-sulfonamide